2,4,6-trimethylbenzyldiphenyl-phosphine oxide CC1=C(CP(C2=CC=CC=C2)(C2=CC=CC=C2)=O)C(=CC(=C1)C)C